[N+](=O)([O-])C1=CC=C(C=C1)OC(=O)O[C@H]1C[C@H](CC1)C1=NN(C(=C1)NC=1C=C2CCC(C2=CC1)=O)C(C)(C)C (1R,3S)-3-[1-(2-methylprop-2-yl)-5-[(1-oxo-2,3-dihydro-1H-inden-5-yl)amino]pyrazol-3-yl]cyclopentyl [(4-nitrophenyl)oxy]methanoate